decane-diol C(CCCCCCCCC)(O)O